C(CCCCCCCCCCCCC)C(CO)CCCC 2-tetradecyl-hexanol